(6-(2-(tert-butyl)benzyl)-2-azaspiro[3.3]hept-2-yl)((1s,3s)-3-hydroxy-3-methylcyclobutyl)methanone C(C)(C)(C)C1=C(CC2CC3(CN(C3)C(=O)C3CC(C3)(C)O)C2)C=CC=C1